2,3,3-Trimethylhept-1-en-4-ol CC(=C)C(C(CCC)O)(C)C